3-amino-1-((1R,5S,7R)-2-oxabicyclo[3.2.0]heptan-7-yl)pyridin-2(1H)-one NC=1C(N(C=CC1)[C@@H]1C[C@H]2CCO[C@@H]12)=O